ClC1=C(C=CC(=C1)OC1=C(C=CC=2C=COC21)C)C(=O)C2=CNC=1N=CN=C(C12)Cl (2-Chloro-4-((6-methylbenzofuran-7-yl)oxy)phenyl)(4-chloro-7H-pyrrolo[2,3-d]pyrimidine-5-yl)methanone